OC(CCCCCCCCCCCCCCCCCCCCC(=O)O)CCC(CC)O 22,25-Dihydroxyheptacosanoic acid